1-(2-hydroxy-2-methyl-propoxy)-4-octadecanoyloxy-2,2,6,6-tetramethylpiperidine OC(CON1C(CC(CC1(C)C)OC(CCCCCCCCCCCCCCCCC)=O)(C)C)(C)C